C(#C)C1=NN(C=N1)C=1C=C(C=CC1)C=O [3-(3-ethynyl-1H-1,2,4-triazol-1-yl)phenyl]methanone